N=1C=NN2C1C=C(C=C2)OC2=C(C=C(C=C2)NC=2C1=C(N=CN2)C=C(C(=N1)N1C[C@H](N(CC1)C(=O)OC(C)(C)C)CO)Br)F tert-butyl (S)-4-(4-((4-([1,2,4]triazolo[1,5-a]pyridin-7-yloxy)-3-fluorophenyl)amino)-7-bromopyrido[3,2-d]pyrimidin-6-yl)-2-(hydroxymethyl)piperazine-1-carboxylate